Thulium(II) triflate [O-]S(=O)(=O)C(F)(F)F.[Tm+2].[O-]S(=O)(=O)C(F)(F)F